CN1N=NC2=C1C=CC(=C2C)[C@@H](CC(=O)O)C2=CC(=C(C=C2)C)CN2C[C@H](OC1=C(C2)N=C(C=C1)O)C(C)C (S)-3-(1,4-dimethyl-1H-benzo[d][1,2,3]triazol-5-yl)-3-(3-(((R)-7-hydroxy-2-isopropyl-2,3-dihydropyrido[2,3-f][1,4]oxazepin-4(5H)-yl)methyl)-4-methylphenyl)propanoic acid